methyl 4-chloroimidazo[1,5-a]quinoxaline-7-carboxylate ClC=1C=2N(C3=CC=C(C=C3N1)C(=O)OC)C=NC2